N-ethyl-4,4-diaminopiperidine C(C)N1CCC(CC1)(N)N